FC1=CC=C2C(=CC=NC2=C1)COC1=CC=CC(=N1)C1CCN(CC1)[C@@H](C)C1=NC=2C(=NC(=CC2)C(=O)[O-])N1C[C@H]1OCC1 2-((S)-1-(4-(6-((7-fluoroquinolin-4-yl)methoxy)pyridin-2-yl)piperidine-1-yl)ethyl)-3-(((S)-oxetan-2-yl)methyl)-3H-imidazo[4,5-b]pyridine-5-carboxylate